FC1(C(C1)OCCNC(C1=NC=C(C=C1)N1CCN(CC1)CC=1C=NC=2C=C(C(NC2C1)=O)CC)=O)F N-(2-(2,2-difluorocyclopropoxy)ethyl)-5-(4-((7-ethyl-6-oxo-5,6-dihydro-1,5-naphthyridin-3-yl)methyl)piperazin-1-yl)picolinamide